1-methyl-4-(7-morpholino-2-(pyridin-4-yl)pyrazolo[1,5-a]pyrimidin-5-yl)-6-phenylpiperazin-2-one CN1C(CN(CC1C1=CC=CC=C1)C1=NC=2N(C(=C1)N1CCOCC1)N=C(C2)C2=CC=NC=C2)=O